Cl.CN(CCCN=C=NCC)C 1-(3-dimethylaminopropyl)-3-ethylcarbodiimide-HCl